sulfanyl-5-chloro-3-(2-hydroxy-2-methylpropyl)quinazolin-4-one SC1=NC2=CC=CC(=C2C(N1CC(C)(C)O)=O)Cl